FC=1C=C(C=C(C1OC1=C2C(=NC=C1)N(C=C2C2(COC2)O)COCC[Si](C)(C)C)F)NC(OC2=CC=C(C=C2)[N+](=O)[O-])=O 4-nitrophenyl (3,5-difluoro-4-{[3-(3-hydroxyoxetan-3-yl)-1-{[2-(trimethylsilyl)ethoxy]methyl}-1H-pyrrolo[2,3-b]pyridin-4-yl]oxy}phenyl)carbamate